N-(4-chlorophenyl)-2-(4-(6-fluoroquinolin-4-yl)cyclohexyl)cyclopropane-1-carboxamide tert-butyl-((S)-1-hydroxy-3-((S*)-5-oxo-4-azaspiro[2.4]heptan-6-yl)propan-2-yl)carbamate C(C)(C)(C)N(C(O)=O)[C@H](CO)C[C@@H]1C(NC2(CC2)C1)=O.ClC1=CC=C(C=C1)NC(=O)C1C(C1)C1CCC(CC1)C1=CC=NC2=CC=C(C=C12)F |o1:12|